Methyl 2-fluoro-8-methyl-8-(2H-1,2,3-triazol-4-yl)-7,8-dihydro-6H-cyclopenta[e]pyrazolo[1,5-a]pyrimidine-6-carboxylate FC1=NN2C(N=CC3=C2C(CC3C(=O)OC)(C3=NNN=C3)C)=C1